N-[(8-tert-butyl-1,4-dioxaspiro[4.5]decan-3-yl)methyl]-N-ethyl-propan-1-amine C(C)(C)(C)C1CCC2(OC(CO2)CN(CCC)CC)CC1